ClC1=CC=C2C(NC(N(C2=C1)C1=C(C=CC=C1)C)=O)=O 7-chloro-1-(o-tolyl)quinazoline-2,4(1H,3H)-dione